(R)-2-((2r,5r)-2,5-diphenylphospholane-1-yl)-1-phenylethane-1-ol C1(=CC=CC=C1)[C@@H]1P([C@H](CC1)C1=CC=CC=C1)C[C@H](O)C1=CC=CC=C1